CN1N=CC=C1C=1SC=2CNCCC2N1 2-(2-methylpyrazol-3-yl)-4,5,6,7-tetrahydro-[1,3]thiazolo[5,4-c]pyridine